NC1=NNC(C2=C1N(N=C2[C@H]2CN(CC2)C(C#CC)=O)C2=CC=C(C(=O)NC1=NC=CC=C1)C=C2)=O (R)-4-(7-Amino-3-(1-(but-2-ynoyl)pyrrolidin-3-yl)-4-oxo-4,5-dihydro-1H-pyrazolo[3,4-d]pyridazin-1-yl)-N-(pyridin-2-yl)benzamid